(3R,4S)-1-(7-chloro-[1,2,4]triazolo[1,5-a]pyridin-5-yl)-3-cyclopropyl-4-methyl-2-oxopyrrolidine-3-carbonitrile ClC1=CC=2N(C(=C1)N1C([C@]([C@@H](C1)C)(C#N)C1CC1)=O)N=CN2